FC(C(=O)O)(F)F.ClC1=CC=C(C[C@@H]2N(C[C@H]3N(C2)C[C@H](C3)O)C3CCN(CC3)C3=NC=CC(=C3)Cl)C=C1 (3S,7S,8aS)-3-(4-chlorobenzyl)-2-(1-(4-chloropyridin-2-yl)piperidin-4-yl)octahydro-pyrrolo[1,2-a]pyrazin-7-ol 2,2,2-trifluoroacetate